COC(=O)C=1N=NC=CC1C1CN(CC1)C(=O)OC(C)(C)C (1-{[(2-methylpropan-2-yl)oxy]carbonyl}tetrahydro-1H-pyrrol-3-yl)-1,2-diazine-3-carboxylic acid methyl ester